NC1=NC(=CC(=C1)Cl)N 2,6-diamino-4-chloropyridine